2,2-Dimethyl-6-[1-(1-methylpyrazol-4-yl)ethoxy]-3H-benzofuran-5-amine CC1(OC2=C(C1)C=C(C(=C2)OC(C)C=2C=NN(C2)C)N)C